IC=1C=C(NCC(F)(F)F)C=CC1 3-iodo-N-(2,2,2-trifluoroethyl)aniline